6-(4-ethyl-3-(hydroxymethyl)-5-oxo-4,5-dihydro-1H-1,2,4-triazol-1-yl)-7-fluoro-2-(2-methoxy-4-methylpyridin-3-yl)-4-(prop-1-en-2-yl)-3,4-dihydroisoquinolin-1(2H)-one C(C)N1C(=NN(C1=O)C=1C=C2C(CN(C(C2=CC1F)=O)C=1C(=NC=CC1C)OC)C(=C)C)CO